propyl-imidazol C(CC)C=1NC=CN1